N-((3-hydroxyoxetan-3-yl)methyl)-1-methyl-2-((6-(trifluoromethoxy)benzo[d]oxazol-2-yl)amino)-1H-benzo[d]imidazole-5-carboxamide OC1(COC1)CNC(=O)C1=CC2=C(N(C(=N2)NC=2OC3=C(N2)C=CC(=C3)OC(F)(F)F)C)C=C1